2-[1-[3-(3,3-dimethyl-2-oxo-1H-pyrrolo[2,3-b]pyridin-4-yl)indol-1-yl]cyclobutyl]acetonitrile CC1(C(NC2=NC=CC(=C21)C2=CN(C1=CC=CC=C21)C2(CCC2)CC#N)=O)C